C(CCCCCCCCCCCCCCC)(=O)NNC(=S)N hexadecanoyl-thiosemicarbazide